CC=1C=C(SC1)N1C(N(C(C1)=O)CC1=CC(=C(OC(C(=O)O)(C)C)C(=C1)C)C)=O 2-(4-((3-(4-Methylthiophenyl)-2,5-dioxoimidazolin-1-yl)meth-yl)-2,6-dimethylphenoxy)-2-methylpropionic acid